N(=[N+]=[N-])CCCCOC1=CC(=C(C=C1)C1=CC=C(C=C1)C[C@@H](C(=O)OC(C)(C)C)NC(=O)OC(C)(C)C)CC tert-Butyl (2S)-3-[4-[4-(4-azidobutoxy)-2-ethyl-phenyl]phenyl]-2-(tert-butoxycarbonylamino)propanoate